3-((2-hydroxy-5-chlorophenyl)imino)coumarin OC1=C(C=C(C=C1)Cl)N=C1C(OC2=CC=CC=C2C1)=O